N2-(tert-butoxycarbonyl)-N6-(4-(4-iodophenyl)butanethioyl)-L-lysine C(C)(C)(C)OC(=O)N[C@@H](CCCCNC(CCCC1=CC=C(C=C1)I)=S)C(=O)O